4-fluoro-1-[2-(5-oxo-4,5-dihydro-1H-1,2,4-triazol-3-yl)acetyl]-N-{phenyl[5-(propan-2-yl)pyridin-2-yl]methyl}pyrrolidine-2-carboxamide FC1CC(N(C1)C(CC1=NNC(N1)=O)=O)C(=O)NC(C1=NC=C(C=C1)C(C)C)C1=CC=CC=C1